NC([C@H](CC1=CC=CC=C1)NC(OC)=O)=O (S)-methyl (1-amino-1-oxo-3-phenylpropan-2-yl)carbamate